FC1=C(C(=C(C(=C1F)COC)F)F)COC(=O)C1C(C1C=C(C)C#N)(C)C [2,3,5,6-tetrafluoro-4-(methoxymethyl)phenyl]methyl-3-(2-cyano-1-propen-1-yl)-2,2-dimethylcyclopropane-carboxylate